4-(2-chloro-pyrimidin-4-yl)-3,6-dihydro-2H-pyridine-1-carboxylic acid tert-butyl ester C(C)(C)(C)OC(=O)N1CCC(=CC1)C1=NC(=NC=C1)Cl